COC1=C(C(=CC=C1)OC)C1=CC(=NN1CC(C)C)C(=O)N[C@H](CC(=O)O)C1=CC=CC=C1 (3R)-3-{[5-(2,6-dimethoxyphenyl)-1-(2-methylpropyl)-1H-pyrazol-3-yl]formamido}-3-phenylpropanoic acid